ClC1=CN=CC=2N1C=NN2 5-chloro-[1,2,4]triazolo[4,3-a]pyrazine